OC(=O)C(F)(F)F.N[C@H](C(=O)O)CNC(=O)OCCSC(C)C1=CC2=C(OCO2)C=C1[N+](=O)[O-] (2S)-2-amino-3-{[(2-{[1-(6-nitrobenzo[d][1,3]dioxol-5-yl)ethyl]thio}ethoxy)carbonyl]amino}propanoic acid TFA salt